COC(CC[C@@H](C)[C@H]1CC[C@H]2[C@@H]3[C@@H]([C@@H]([C@@H]4[C@H]([C@@H](CC[C@]4(C)[C@H]3CC[C@]12C)O)F)CC)O[Si](C)(C)C)=O 6α-ethyl-4β-fluoro-7α-trimethylsilyloxy-3α-hydroxy-5β-cholan-24-oic acid methyl ester